FC(C)(F)C1=NC(=CC(=N1)NC1=CC(=NC=C1OCC1=NC(=CC(=C1)C)C)NC(C)=O)C N-(4-((2-(1,1-difluoroethyl)-6-methylpyrimidin-4-yl)amino)-5-((4,6-dimethylpyridin-2-yl)methoxy)pyridin-2-yl)acetamide